C1=NC=CC=2CCCCC12 6,8-dihydro-5H-isoquinolin